5-benzyl-3-(2-((tert-butoxycarbonyl)amino)propan-2-yl)-4,5-dihydroisoxazole-5-carboxylate C(C1=CC=CC=C1)C1(CC(=NO1)C(C)(C)NC(=O)OC(C)(C)C)C(=O)[O-]